1-ethyl-5-(4-fluorophenyl)-6-methyl-4-oxopyridine-3-carboxamide C(C)N1C=C(C(C(=C1C)C1=CC=C(C=C1)F)=O)C(=O)N